(6bR,10aS)-8-(2-methoxyphenylethyl)-1,2,6b,7,8,9,10,10a-octahydro-[1,4]oxazino[2,3,4-hi]pyrido[4,3-b]indole COC1=C(C=CC=C1)CCN1C[C@@H]2[C@@H](N3C4=C(C=CC=C24)OCC3)CC1